FC=1C=C(C=CC1)C1=CC(=CN1S(=O)(=O)C1=CC=C(C=C1)OC)CNC([2H])([2H])[2H] N-((5-(3-fluorophenyl)-1-((4-methoxyphenyl)sulfonyl)-1H-pyrrol-3-yl)methyl)methane-d3-amine